BrC1=C(C=C2C(=NC(=NC2=C1F)OC[C@]12CCCN2C[C@@H](C1)F)N1C[C@](CCC1)(C)NC(OC(C)(C)C)=O)F tert-butyl ((R)-1-(7-bromo-6,8-difluoro-2-(((2R,7aS)-2-fluorotetrahydro-1H-pyrrolizin-7a(5H)-yl)methoxy)quinazolin-4-yl)-3-methylpiperidin-3-yl)carbamate